6-[(3-chlorothiophene-2-yl)methyl]adenosine ClC1=C(SC=C1)CC1(C2=NCN([C@H]3[C@H](O)[C@H](O)[C@@H](CO)O3)C2=NC=N1)N